Ethyl 4-(3-(dimethylamino)phenyl)thiazole-2-carboxylate CN(C=1C=C(C=CC1)C=1N=C(SC1)C(=O)OCC)C